NC1=NC=CC(=C1)C1=NC=CC(=N1)C(=O)N 2-(2-aminoPyridin-4-yl)pyrimidine-4-carboxamide